(S,E)-1-((1-((1-(2-Cyclopropylethyl)-5,6-difluoro-1H-benzo[d]imidazol-2-yl)methyl)-2-oxo-1,2-dihydropyridin-3-yl)amino)-7-(dimethylamino)-1,7-dioxohept-5-en-2-yl-dimethylcarbamat C1(CC1)CCN1C(=NC2=C1C=C(C(=C2)F)F)CN2C(C(=CC=C2)NC([C@@H](CC\C=C\C(=O)N(C)C)CN(C([O-])=O)C)=O)=O